ethyl-(3-benzoyl-2,4,6-trimethylbenzoyl) phenylphosphinate C1(=CC=CC=C1)P(OC(C1=C(C(=C(C(=C1C)CC)C)C(C1=CC=CC=C1)=O)C)=O)=O